tert-butyl (R,E)-(4-(4,4,5,5-tetramethyl-1,3,2-dioxaborolan-2-yl)but-3-en-2-yl)carbamate CC1(OB(OC1(C)C)/C=C/[C@@H](C)NC(OC(C)(C)C)=O)C